1-(5-chloro-2-(2-methylazetidin-1-yl)-6-(trifluoromethyl)pyrimidin-4-yl)azetidine ClC=1C(=NC(=NC1C(F)(F)F)N1C(CC1)C)N1CCC1